CC=1N=NNC1CNC1=NN=C(O1)C1CCN(CC1)C(=O)OCC1=CC(=CC(=C1)Cl)Cl 3,5-dichlorobenzyl 4-(5-(((4-methyl-1H-1,2,3-triazol-5-yl)methyl)amino)-1,3,4-oxadiazole-2-yl)piperidine-1-carboxylate